N-((S or R)-(3-chloro-4-fluorophenyl)(3-(trifluoromethyl)bicyclo[1.1.1]pentan-1-yl)methyl)-3-oxopiperazine-1-carboxamide ClC=1C=C(C=CC1F)[C@@H](NC(=O)N1CC(NCC1)=O)C12CC(C1)(C2)C(F)(F)F |o1:8|